C(CCCCCCCCCCCC=CCCCCCCC)(=O)O 13-heneicosenoic acid